keto-O-methyl-homoserine O=N[C@@H](CCOC)C(=O)O